2-Methyl-6-(trifluoromethyl)-13H-benzo[b]benzo[6,7]cyclohepta[1,2,3-gh]pyrrolizin-13-one CC=1N2C3=C(C4=C2C(C1)=C1C(C=C4)=CC=CC1=O)C=C(C=C3)C(F)(F)F